C1(CC1)NC(=O)C=1C=C(C=CC1)C1=CC(=CC=C1)C=1N=C(SC1)NC(=O)[C@H]1N(CC1)C(=O)C1=CN(C(=C1)C)S(=O)(=O)C (S)-N-(4-(3'-(cyclopropylcarbamoyl)-[1,1'-biphenyl]-3-yl)thiazol-2-yl)-1-(5-methyl-1-(methylsulfonyl)-1H-pyrrole-3-carbonyl)azetidine-2-carboxamide